The molecule is the (-)-enantiomer of ureidoglycolic acid. It has a role as an Escherichia coli metabolite and a mouse metabolite. It is a conjugate acid of a (-)-ureidoglycolate. It is an enantiomer of a (+)-ureidoglycolic acid. [C@H](C(=O)O)(NC(=O)N)O